N-(methyl)imidazolium triflate [O-]S(=O)(=O)C(F)(F)F.CN1C=[NH+]C=C1